OB1N(N=CC2=C1C=CC=C2)C(=O)C=2C=NC(=CC2)C (1-hydroxybenzo[d][1,2,3]diazaborinin-2(1H)-yl)(6-methylpyridin-3-yl)methanone